tert-butyl (1-(2-(2-(methylamino)ethoxy)ethyl)piperidin-4-yl)carbamate CNCCOCCN1CCC(CC1)NC(OC(C)(C)C)=O